2-hydroxyadipaldehyde OC(C=O)CCCC=O